FC1=C(C(=O)OC=2C=CC=C3C=CC=C(C23)C=2OC=CC2)C=CC=C1 8-((2-fluorobenzoyl)oxy)naphthalen-1-yl-furan